5-(5-bromo-2-pyridinyl)-3-methyl-2-oxazolidinone BrC=1C=CC(=NC1)C1CN(C(O1)=O)C